C1(CCCC1)C1=C(C=C(C=C1OC)\C=C\C1=CC(=CC=C1)Cl)OC (E)-2-cyclopentyl-5-(3-chlorostyryl)-1,3-dimethoxybenzene